C(CCCCC)OC1=C(C(=C(C=C1)C1=NC(=NC(=N1)C1=C(C(=C(C=C1)OCCCCCC)C)O)C1=C(C(=C(OC(C(=O)OC)C)C=C1)C)O)O)C methyl 2-[4-[4,6-bis(4-hexoxy-2-hydroxy-3-methyl-phenyl)-1,3,5-triazin-2-yl]-3-hydroxy-2-methyl-phenoxy]propanoate